NC1=NC=CC=C1C1=NC=2C(=NC=CC2)N1C1=CC=C(CN2CCC(CC2)NC2=NC=CC(=N2)C#N)C=C1 2-((1-(4-(2-(2-Aminopyridin-3-yl)-3H-imidazo[4,5-b]pyridin-3-yl)benzyl)piperidin-4-yl)amino)pyrimidine-4-carbonitrile